1-(4-hydroxy-2-methylphenyl)ethanone OC1=CC(=C(C=C1)C(C)=O)C